potassium iodide potassium iodate I(=O)(=O)[O-].[K+].[I-].[K+]